(2S)-2-(3-bromophenoxy)propyl Methanesulfonate CS(=O)(=O)OC[C@H](C)OC1=CC(=CC=C1)Br